BrC1=NC(=CC(=C1)OC(C)C)S(=O)(=O)CC 2-bromo-6-(ethanesulfonyl)-4-isopropoxypyridine